CC(C#C)(C)C 3,3-dimethyl-butyne